C1=CC=CC=2C3=CC=CC=C3C(C12)COC(=O)N([C@H](C(=O)O)CCCCCNC(C)=O)C (S)-2-((((9H-fluoren-9-yl)methoxy)carbonyl)(methyl)amino)-7-acetamidoheptanoic acid